[Mo].[Cr].[Co].[Ti] titanium cobalt-chromium molybdenum